C(CCCCCCCCCCC)(=O)N[C@@H](CCC(N)=O)C(=O)O N-Lauroyl-L-Glutamine